S1C(=CC=C1)C1=NC2=CC=CC=C2C(=C1)C(=O)O 2-(thiophen-2-yl)quinoline-4-carboxylic acid